C1=CC=CC=2C3=CC=CC=C3N(C12)C(=O)OCCOCCOCCN(C)CCOCCOCCOC(=O)N1C2=CC=CC=C2C=2C=CC=CC12 2-(2-{2-[(2-{2-[2-(9-carbazolylcarbonyloxy)ethoxy]ethoxy}ethyl)-N-methylamino]ethoxy} ethoxy)ethyl 9-carbazolecarboxylate